1-[3-fluoro-5-isobutyl-2-(2H-tetrazol-5-yl)phenyl]-4-(pyridazin-3-ylmethyl)-1,4-diazepane FC=1C(=C(C=C(C1)CC(C)C)N1CCN(CCC1)CC=1N=NC=CC1)C=1N=NNN1